6-(benzyloxy)-7-fluoro-1-(1-(tetrahydro-2H-pyran-4-yl)-4,5,6,7-tetrahydro-1H-pyrazolo[4,3-c]pyridin-3-yl)-2,3-dihydro-1H-pyrido[2,3-b][1,4]oxazine C(C1=CC=CC=C1)OC=1C(=CC2=C(OCCN2C2=NN(C3=C2CNCC3)C3CCOCC3)N1)F